C/C=C(\\C)/C(=O)O[C@@H]1[C@H]2[C@H]3[C@](CO2)([C@@H](C[C@@H]([C@@]3([C@H]([C@]1(C)C4=C([C@@H](C[C@@H]4O)C5=COC=C5)C)CC(=O)OC)C)OC(=O)C)OC(=O)C)C The molecule is a tricyclic triterpenoid that is isolated from Melia azedarach and exhibits anticancer activity. It has a role as a metabolite and an antineoplastic agent. It is a tricyclic triterpenoid, an acetate ester, a member of furans, an enoate ester, a cyclic ether, a secondary alcohol and a methyl ester. It derives from a tiglic acid.